2-{4-[2-(dimethylamino)ethoxy]phenyl}acetic acid methyl ester COC(CC1=CC=C(C=C1)OCCN(C)C)=O